C(CCCCCCCCC)C1=CC=C(C=C1)C1=NOC(=N1)CNC(OC(C)(C)C)=O tert-butyl ((3-(4-decylphenyl)-1,2,4-oxadiazol-5-yl)methyl)carbamate